sodium mercury [Hg].[Na]